ClC1=CC=C(C=C1)C1=C2C(=NC(=NC2=CC=C1)N)N (4-chlorophenyl)quinazoline-2,4-diamine